5-(methylamino)thiazole-4-carboxylic acid CNC1=C(N=CS1)C(=O)O